6-(8-fluoro-2-methyl-imidazo[1,2-a]pyridin-6-yl)-2-(4-piperidyl)thieno[3,2-b]pyridine FC=1C=2N(C=C(C1)C=1C=C3C(=NC1)C=C(S3)C3CCNCC3)C=C(N2)C